CCC(CCC1=C(C=CC=C1)O)CC(C)CC 3,5-di-2-ethylhexyl-phenol